triphosphazene methacrylate C(C(=C)C)(=O)O.P=NPNP